dioctadecyldifluorosilane C(CCCCCCCCCCCCCCCCC)[Si](F)(F)CCCCCCCCCCCCCCCCCC